ethyl 5-chloro-4-formyl-1-(2,4,6-trifluorobenzyl)-1H-pyrazole-3-carboxylate ClC1=C(C(=NN1CC1=C(C=C(C=C1F)F)F)C(=O)OCC)C=O